C(N(CP(=O)(O)O)CP(=O)(O)O)P(=O)(O)O nitrilotris(methylenePhosphonic acid)